ClC1=C(C=C(C(=O)NCC2=NC=C3C=CC(=NC3=C2)C2=NC(=CC=C2)N2C[C@@H](O[C@@H](C2)C)C)C=C1)SC 4-chloro-N-((2-(6-((cis)-2,6-dimethylmorpholino)pyridin-2-yl)-1,6-naphthyridin-7-yl)methyl)-3-(methylthio)benzamide